di-normal-butyl succinate C(CCC(=O)OCCCC)(=O)OCCCC